ClCCOC1=C(C#N)C=CC=C1 2-(2-chloroethoxy)benzonitrile